6-{1-[(3S)-3-methylpiperidin-1-yl]-2-(methylsulfanyl)ethyl}-4-(methylsulfanyl)-2,3-dihydroisoindol-1-one C[C@@H]1CN(CCC1)C(CSC)C1=CC(=C2CNC(C2=C1)=O)SC